phosphoribosylglycineamide P(=O)(O)(O)N(CC(=O)N)C1[C@H](O)[C@H](O)[C@H](O1)CO